(R)-7-chloro-N-(4-((3-methoxypyrrolidin-1-yl)methyl)-3-(trifluoromethyl)phenyl)-1-methyl-6-(pyrazolo[1,5-a]pyrazin-3-yloxy)-1H-imidazo[4,5-b]pyridin-2-amine ClC1=C2C(=NC=C1OC=1C=NN3C1C=NC=C3)N=C(N2C)NC2=CC(=C(C=C2)CN2C[C@@H](CC2)OC)C(F)(F)F